3-(4-chlorophenyl)-N-((4-methoxyphenyl)sulfonyl)-4-phenyl-4,5-dihydro-1H-pyrazole-1-carboxamide ClC1=CC=C(C=C1)C1=NN(CC1C1=CC=CC=C1)C(=O)NS(=O)(=O)C1=CC=C(C=C1)OC